N4-(benzo[d]oxazol-2(3H)-on-5-yl)-N2-(1H-indazol-6-yl)-5-methylpyrimidine-2,4-diamine O1C(NC2=C1C=CC(=C2)NC2=NC(=NC=C2C)NC2=CC=C1C=NNC1=C2)=O